[Tl+].C(C=C)(=O)[O-] acrylic acid thallium salt